C(CCCCCCC)=O 1-octanone